1-dodecyl-azepinone C(CCCCCCCCCCC)N1C(CC=CC=C1)=O